FC=1C=C(C(=O)C2=CC=C3C(=CC=CN23)B(O)O)C=C(C1F)F (3-(3,4,5-trifluorobenzoyl)indolizin-8-yl)boronic acid